ClC1=CC(=C2C(=N1)NC=C2)N2CC1=C(N=CN=C1N1C[C@H]3CC[C@@H](C1)C3NS(=O)(=O)C)C[C@H]2C N-((1R,5S)-(8-syn)-3-((R)-6-(6-chloro-1H-pyrrolo[2,3-b]pyridin-4-yl)-7-methyl-5,6,7,8-tetrahydropyrido[4,3-d]pyrimidin-4-yl)-3-azabicyclo[3.2.1]octan-8-yl)methanesulfonamide